N1=CN=CC=2N=CC(NC12)=O 7(8H)-pteridinone